BrC=1C=C(C=C(C1)F)[C@@H](C)N[S@@](=O)C(C)(C)C (S)-N-[(1R)-1-(3-bromo-5-fluorophenyl)ethyl]-2-methylpropane-2-sulfinamide